OC(C[C@H](N)C(=O)O)(C)CO 4,5-dihydroxyleucine